ClC=1C=C(C(=O)NC2[C@H]3CC(C[C@@H]23)(O)C2=C3C=NNC3=CC(=C2)Cl)C=CC1 3-chloro-N-((1R,3r,5S,6r)-3-(6-chloro-1H-indazol-4-yl)-3-hydroxybicyclo[3.1.0]hexan-6-yl)benzamide